1,2-bis-(9Z-octadecenoyl)-sn-glycero-3-phosphocholine C(C=CCCCCCCCCCCCCCCC)(=O)OC[C@@H](OC(C=CCCCCCCCCCCCCCCC)=O)COP(=O)([O-])OCC[N+](C)(C)C